F[B-](F)(F)F.[NH2+]1C=CC2=CC=CC=C12 indolium tetrafluoroborate